N1=C2N(C=C1C(=O)O)CCC2 6,7-dihydro-5H-pyrrolo[1,2-a]Imidazole-2-carboxylic acid